C(C1=CC=CC=C1)C=1N(C=2C(=C3CC[C@@H](NC3=CC2)C)N1)C1CCNCC1 (7S)-2-Benzyl-7-methyl-3-(piperidin-4-yl)-3H,6H,7H,8H,9H-imidazo[4,5-f]chinolin